OC(=O)C(F)(F)F.NCCC1CCC(N1)=O 5-(2-aminoethyl)pyrrolidin-2-one TFA salt